(4-amino-1,3-dihydrofuro[3,4-c][1,7]naphthyridin-8-yl)-[rac-(3S)-3-[5-(trifluoromethyl)-2-pyridyl]morpholin-4-yl]methanone NC1=NC=2C=NC(=CC2C2=C1COC2)C(=O)N2[C@H](COCC2)C2=NC=C(C=C2)C(F)(F)F |r|